9-(10-phenylanthracen-9-yl)spiro-[benzo[c]fluorene-7,9'-fluorene] C1(=CC=CC=C1)C1=C2C=CC=CC2=C(C2=CC=CC=C12)C=1C=CC=2C=3C4=C(C=CC3C3(C5=CC=CC=C5C=5C=CC=CC35)C2C1)C=CC=C4